N[C@H](C(=O)N1CC2(CC2)C[C@H]1C(=O)O)C(C)(C)C (6S)-5-[(2S)-2-amino-3,3-dimethylbutanoyl]-5-azaspiro[2.4]heptane-6-carboxylic acid